(2S)-1-((1-((4-(hydroxymethyl)phenyl)amino)-1-oxo-5-ureidopentan-2-yl)amino)-3-methyl-1-butanone OCC1=CC=C(C=C1)NC([C@H](CCCNC(=O)N)NC(CC(C)C)=O)=O